tert-butyl (3-(3-(6-(4-methylpiperazin-1-yl)-1H-benzo[d]imidazol-2-yl)-1H-indazole-5-carboxamido)propyl)carbamate CN1CCN(CC1)C=1C=CC2=C(NC(=N2)C2=NNC3=CC=C(C=C23)C(=O)NCCCNC(OC(C)(C)C)=O)C1